ethyl (R)-1-(3-chloro-5-(2-chloro-8-methyl-8-(trifluoromethyl)-7,8-dihydro-6H-pyrazolo[1,5-a]pyrrolo[2,3-e]pyrimidine-6-carboxamido) pyridin-2-yl)-1H-pyrazole-4-carboxylate ClC=1C(=NC=C(C1)NC(=O)N1C[C@](C2=C1C=NC=1N2N=C(C1)Cl)(C(F)(F)F)C)N1N=CC(=C1)C(=O)OCC